N[C@H]1CS(C2=C(N(C1=O)CC1=CC=C(C=C1)Cl)C=C(C(=C2)F)C=2OC(=NN2)C2=CC=CC=C2)(=O)=O (3R)-3-amino-5-[(4-chlorophenyl)methyl]-8-fluoro-1,1-dioxo-7-(5-phenyl-1,3,4-oxadiazol-2-yl)-2,3-dihydro-1λ6,5-benzothiazepin-4-one